S(=O)(=O)=NC#N N-sulfonyl-cyanamide